Cl.CC1(NCC[C@H](C1)N1C=CC2=C1N=NC(=C2)C2=C(C=C(C=C2)N2N=NC=C2)O)C |r| 2-{7-[(4RS)-2,2-dimethylpiperidin-4-yl]-7H-pyrrolo[2,3-c]pyridazin-3-yl}-5-(1H-1,2,3-triazol-1-yl)phenol hydrochloride